C12C(NCCC2C1)C(=O)O 3-azabicyclo[4.1.0]heptane-2-carboxylic acid